5-(methoxymethyl)-2-methyl-4-(1-tetrahydropyran-2-yl-3-vinyl-indazol-5-yl)pyrazol-3-ol COCC=1C(=C(N(N1)C)O)C=1C=C2C(=NN(C2=CC1)C1OCCCC1)C=C